7-fluoro-2-(2,4-difluorophenyl)-2,3-dihydroquinolin-4(1H)-one-5-carboxylic acid methyl ester COC(=O)C=1C=2C(CC(NC2C=C(C1)F)C1=C(C=C(C=C1)F)F)=O